N-(3-fluoro-3-methyl-2-(4-(trifluoromethyl)benzoyl)butyl)-N-(benzenesulfonyl)benzenesulfonamide FC(C(CN(S(=O)(=O)C1=CC=CC=C1)S(=O)(=O)C1=CC=CC=C1)C(C1=CC=C(C=C1)C(F)(F)F)=O)(C)C